((2'S,3'R,6'R)-3',6'-dihydroxy-2',4',6'-trimethyl-7'-oxo-2',3',6',7'-tetrahydrospiro[cyclopropane-1,5'-inden]-2'-yl)methyl 4-(fluorosulfonyl)benzoate FS(=O)(=O)C1=CC=C(C(=O)OC[C@@]2(C=C3C([C@](C4(C(=C3[C@H]2O)C)CC4)(C)O)=O)C)C=C1